N-(4-hydroxybutyryl)-gamma-aminopropyl-methyl-silicon OCCCC(=O)NCCC[Si]C